5-(4-formylpiperidin-1-yl)pyrimidine-2-carboxamide C(=O)C1CCN(CC1)C=1C=NC(=NC1)C(=O)N